3-[4-(Diethylamino)-2-fluorophenyl]-4-[4-[(3S)-1-(3-fluoropropyl)pyrrolidin-3-yl]oxyphenyl]-2H-thiochromen-7-ol C(C)N(C1=CC(=C(C=C1)C=1CSC2=CC(=CC=C2C1C1=CC=C(C=C1)O[C@@H]1CN(CC1)CCCF)O)F)CC